FC1=C(C=CC=C1)N1N=CC(=C1)\C=C/1\C(NC(S1)=O)=O (5Z)-5-[[1-(2-fluorophenyl)pyrazol-4-yl]methylene]thiazolidine-2,4-dione